5-[7-chloro-4-(7,7-difluoro-5-azaspiro[2.4]hept-5-yl)pyrazolo[4,3-c]pyridin-2-yl]-1H-pyrimidine-2,4-dione ClC=1C=2C(C(=NC1)N1CC3(CC3)C(C1)(F)F)=CN(N2)C=2C(NC(NC2)=O)=O